ClC=1N=C2N(N=CC(=C2N(C)C)NC(=O)NC=2C=NC=C(C2)C#N)C1 N-(2-chloro-8-(dimethylamino)imidazo[1,2-b]pyridazin-7-yl)-N'-(5-cyanopyridin-3-yl)urea